2-(3,5-difluorophenoxy)-8,8-difluorobicyclo[4.2.0]octa-1,3,5-triene-7-one FC=1C=C(OC2=C3C(C(C3=CC=C2)=O)(F)F)C=C(C1)F